2,3-Dihydroxypropionic acid OC(C(=O)O)CO